C(C)OC1=C(C(=O)OC2=CC3=C(NC=N3)C=C2)C=CC=C1 1H-benzo[d]imidazol-5-yl 2-ethoxybenzoate